FC(C=1C=2N(N=C(C1)C=1C=C(C=3N(C1)C=C(N3)C3[C@@H]1CN(C[C@H]31)C(=O)OC(C)(C)C)OC)C=C(N2)C)F tert-butyl (1S,5R)-6-[6-[8-(difluoromethyl)-2-methyl-imidazo[1,2-b]pyridazin-6-yl]-8-methoxy-imidazo[1,2-a]pyridin-2-yl]-3-azabicyclo[3.1.0]hexane-3-carboxylate